NCC1=NN(C(=C1)C(=O)N(C)C)CC1COC1 3-(aminomethyl)-N,N-dimethyl-1-(oxetan-3-ylmethyl)-1H-pyrazole-5-carboxamide